2-(4-n-octyloxyphenyl)-1H-phenanthro[9,10-d]imidazole-5,10-diamine C(CCCCCCC)OC1=CC=C(C=C1)C1=NC2=C(N1)C1=CC(=CC=C1C=1C=CC(=CC12)N)N